thulium-ytterbium [Yb].[Tm]